OCC(C)NC(=O)C=1C(N(N=C(C1)C=1C=NC(=CC1)C(F)(F)F)C=1C=NC=CC1)=O N-(1-hydroxypropan-2-yl)-3-oxo-2-(pyridin-3-yl)-6-[6-(trifluoromethyl)pyridin-3-yl]-2,3-dihydropyridazine-4-carboxamide